Tert-butyl 3-fluoro-4-[(1,1,2,2,3,3,4,4,4-nonafluorobutanesulfonyl)oxy]-3,6-dihydro-2H-pyridine-1-carboxylate FC1CN(CC=C1OS(=O)(=O)C(C(C(C(F)(F)F)(F)F)(F)F)(F)F)C(=O)OC(C)(C)C